8-fluoropyrido[4,3-d]pyrimidine methyl-(2R,3R)-2-[(3-amino-2-pyridyl)amino]-3-(tert-butoxycarbonylamino)-3-phenyl-propanoate COC([C@@H]([C@@H](C1=CC=CC=C1)NC(=O)OC(C)(C)C)NC1=NC=CC=C1N)=O.FC1=CN=CC2=C1N=CN=C2